6-{[5-(2-aminopropane-2-yl)pyridin-2-yl]amino}-4-{[4-(5-fluoropyrimidin-2-yl)-3-methoxypyridin-2-yl]amino}-N-(2H3)methylpyridazine-3-carboxamide NC(C)(C)C=1C=CC(=NC1)NC1=CC(=C(N=N1)C(=O)NC([2H])([2H])[2H])NC1=NC=CC(=C1OC)C1=NC=C(C=N1)F